C(=O)[O-].C(=O)[O-].N1CC(C1)C[N+]1(CCC(CC1)CNC(C1=C(C=C(C=C1)NC=1C=2N(C=CN1)C(=CN2)C2=C(C(=C(C=C2)OC(F)F)F)F)CC)=O)C.N2CC(C2)C[N+]2(CCC(CC2)CNC(C2=C(C=C(C=C2)NC=2C=1N(C=CN2)C(=CN1)C1=C(C(=C(C=C1)OC(F)F)F)F)CC)=O)C N-[[1-(azetidin-3-ylmethyl)-1-methyl-piperidin-1-ium-4-yl]methyl]-4-[[3-[4-(difluoromethoxy)-2,3-difluoro-phenyl]imidazo[1,2-a]pyrazin-8-yl]amino]-2-ethyl-benzamide diformate